6-bromo-3-((2-(1-cyclobutyl-1H-pyrazol-4-yl)-8-methoxy-2,3-dihydrobenzo[b][1,4]dioxin-6-yl)methyl)-3H-imidazo[4,5-b]pyridine BrC=1C=C2C(=NC1)N(C=N2)CC2=CC1=C(OC(CO1)C=1C=NN(C1)C1CCC1)C(=C2)OC